COC1=CC=C(CN2N=CC3=C(C2=O)C(=CN3CC(=O)OCC)C(F)(F)F)C=C1 ethyl 2-(5-(4-methoxybenzyl)-4-oxo-3-(trifluoromethyl)-4,5-dihydro-1H-pyrrolo[2,3-d]pyridazin-1-yl)acetate